tetraethyl orthosilicate silicon carbon [C].[Si].[Si](OCC)(OCC)(OCC)OCC